3,3-difluoro-N-(6-(1-methyl-5-(piperidin-1-ylmethyl)-1H-pyrazol-4-yl)isoquinolin-3-yl)cyclobutane-1-carboxamide FC1(CC(C1)C(=O)NC=1N=CC2=CC=C(C=C2C1)C=1C=NN(C1CN1CCCCC1)C)F